C(C)(C)(C)OC(=O)NCCC=1OC2=C(C1)C=C(C=C2[C@@H](C)NC2=NC=1N(C=C2)N=CC1C(=O)O)F (1R)-5-((1-(2-(2-((tert-butoxycarbonyl)amino)ethyl)-5-fluorobenzofuran-7-yl)ethyl)amino)pyrazolo[1,5-a]pyrimidine-3-carboxylic acid